(3S)-3-(4-chlorophenyl)-3-[(1R)-1-(4-chlorophenyl)-7-fluoro-1-methoxy-3-oxo-5-(pyridine-2-carbonyl)-2,3-dihydro-1H-isoindol-2-yl]propionic acid ClC1=CC=C(C=C1)[C@H](CC(=O)O)N1[C@@](C2=C(C=C(C=C2C1=O)C(=O)C1=NC=CC=C1)F)(OC)C1=CC=C(C=C1)Cl